FC1=C(C=C(C=C1)F)[C@H]1N(CCC(C1)NC)C(=O)OC(C)(C)C tert-Butyl (2S)-2-(2,5-difluorophenyl)-4-(methylamino)piperidine-1-carboxylate